FC1([C@@H]([C@H](CCC1)O[C@H]1[C@H](CNCC1)F)NS(=O)(=O)C1=CC=C(C=C1)[N+](=O)[O-])F N-[(1R,6S)-2,2-difluoro-6-{[(3S,4R)-3-fluoropiperidin-4-yl]oxy}cyclohexyl]-4-nitrobenzenesulfonamide